ClC1=C(C=CC=C1)S(=O)(=O)NC1=NC(=C(C=C1)C1=CC2=C(N=C(N=C2)N[C@@H]2CNC[C@H](C2)F)N(C1=O)C(C)C)C 2-Chloro-N-(5-(2-(((3S,5S)-5-fluoropiperidin-3-yl)amino)-8-isopropyl-7-oxo-7,8-dihydropyrido[2,3-d]pyrimidin-6-yl)-6-methylpyridin-2-yl)benzenesulfonamide